O1C(C=CC2=C1NC1=CC=CC=C21)=O pyrano[2,3-b]-indole-2-one